C1(CCCCC1)C[C@@H](C(=O)OC)NC(=O)C1C2=CC=CC=C2C=2C=CC=CC12 methyl (S)-3-cyclohexyl-2-(9H-fluorene-9-carboxamido)propanoate